OC(=O)C(F)(F)F.N[C@@H]1CN(CCC1)C(=O)NC=1C=C2C(=NN(C2=CC1)CC(=O)N(C1CC1)CC(=O)NCC1=C(C(=CC=C1)Cl)F)C(=O)N (S)-5-(3-aminopiperidine-1-carboxamido)-1-(2-((2-(3-chloro-2-fluorobenzylamino)-2-oxoethyl)(cyclopropyl)amino)-2-oxoethyl)-1H-indazole-3-carboxamide TFA salt